BrC1=C(C(=CC=C1)C)NC1=NN(C2=NC(=NC=C21)NC2=CC=C1CCN(CC1=C2)C(C(F)(F)F)=O)C 1-(7-((3-((2-bromo-6-methylphenyl)amino)-1-methyl-1H-pyrazolo[3,4-d]pyrimidin-6-yl)amino)-3,4-dihydroisoquinolin-2(1H)-yl)-2,2,2-trifluoroethan-1-one